5-((4-(bis(4-chlorophenyl)methyl)piperazin-1-yl)methyl)-2-(2,4-dioxotetrahydropyrimidine-1(2H)-yl)isoindoline-1,3-dione ClC1=CC=C(C=C1)C(N1CCN(CC1)CC=1C=C2C(N(C(C2=CC1)=O)N1C(NC(CC1)=O)=O)=O)C1=CC=C(C=C1)Cl